7-ethoxy-6-(1-ethoxyvinyl)-4-(1-methyl-3-phenyl-1H-pyrazol-4-yl)quinazoline C(C)OC1=C(C=C2C(=NC=NC2=C1)C=1C(=NN(C1)C)C1=CC=CC=C1)C(=C)OCC